2-(4-chloro-1-isopropyl-1H-pyrazol-5-yl)-6-((4-(1-methyl-4-(trifluoromethyl)-1H-imidazol-2-yl)benzyl)oxy)pyrimidine-4,5-diamine ClC=1C=NN(C1C1=NC(=C(C(=N1)N)N)OCC1=CC=C(C=C1)C=1N(C=C(N1)C(F)(F)F)C)C(C)C